CC1(OCC(O1)C1=NC=C(C=N1)NC(=O)[C@H]1O[C@@]([C@@H]([C@@H]1C1=C(C(=C(C=C1)F)C)OCCOC)C)(C(F)(F)F)C)C |o1:15,17,18,19| rel-(2S,3R,4R,5S)-N-(2-(2,2-dimethyl-1,3-dioxolan-4-yl)pyrimidin-5-yl)-3-(4-fluoro-2-(2-methoxyethoxy)-3-methylphenyl)-4,5-dimethyl-5-(trifluoromethyl)tetrahydrofuran-2-carboxamide